[N+](=O)([O-])C1=CC=C(C=C1)C=1C=NNC1 4-(4-nitrophenyl)-1H-pyrazole